1-chloro-3-mesityl-acetone ClCC(=O)CC1=C(C=C(C=C1C)C)C